(4-(4-((6-chloro-4-(4-fluoropiperidin-1-yl)pyridin-3-yl)ethynyl)-1H-pyrazol-1-yl)piperidin-1-yl)ethan-1-one ClC1=CC(=C(C=N1)C#CC=1C=NN(C1)C1CCN(CC1)C(C)=O)N1CCC(CC1)F